4-(2-(2-Chloro-4-(7,7-difluoro-2-(methylsulfanyl)-6,7-dihydro-5H-cyclopenta[d]pyrimidin-4-yl)phenoxy)acetyl)-1,4-diazepane-1-carboxylic acid tert-butyl ester C(C)(C)(C)OC(=O)N1CCN(CCC1)C(COC1=C(C=C(C=C1)C=1C2=C(N=C(N1)SC)C(CC2)(F)F)Cl)=O